trans-2-[[1-(2-fluoroethyl)-4-[[4-(trifluoromethyl)phenyl]methyl]indole-3-carbonyl]amino]spiro[3.3]heptane-6-carboxylic acid FCCN1C=C(C2=C(C=CC=C12)CC1=CC=C(C=C1)C(F)(F)F)C(=O)NC1CC2(C1)CC(C2)C(=O)O